(3S,4R)-1-((4-(2-fluoropyridin-4-yl)phenyl)sulfonyl)-4-((5-(trifluoromethyl)pyridin-2-yl)amino)piperidin-3-ol FC1=NC=CC(=C1)C1=CC=C(C=C1)S(=O)(=O)N1C[C@@H]([C@@H](CC1)NC1=NC=C(C=C1)C(F)(F)F)O